2-((2R,4S)-2-(((R)-1-(((1H-pyrrolo[3,2-c]pyridin-2-yl)methyl)amino)-1-oxopropan-2-yl)carbamoyl)-4-phenylpiperidin-1-yl)acetic acid N1C(=CC=2C=NC=CC21)CNC([C@@H](C)NC(=O)[C@@H]2N(CC[C@@H](C2)C2=CC=CC=C2)CC(=O)O)=O